5-(4-(4-(ethylamino)-5-(trifluoroethyl)pyrimidin-2-ylamino)-5-methyl-1H-pyrazol-1-yl)-1-methylpiperidin-2-one C(C)NC1=NC(=NC=C1CC(F)(F)F)NC=1C=NN(C1C)C1CCC(N(C1)C)=O